C1(=CC=C(C=C1)C1=NC2=C3N=C(C=C(C3=CC=C2C(=C1)C1=CC=CC=C1)C1=CC=CC=C1)C1=CC=C(C=C1)C1=CC=CC=C1)C1=CC=CC=C1 2,9-bis(biphenyl-4-yl)-4,7-diphenyl-1,10-phenanthroline